C(C=C)(=O)N1[C@H](CN(CC1)C1=C(C(=NC2C(=C(C=CC12)C1=CC=CC=2CCCCC12)F)OCC12CCCN2CCC1)CC#N)CC#N 4-((S)-4-acryloyl-3-(cyanomethyl)piperazin-1-yl)-8-fluoro-2-((tetrahydro-1H-pyrrolizin-7a(5H)-yl)methoxy)-7-(5,6,7,8-tetrahydronaphthalen-1-yl)-4a,8a-dihydroquinoline-3-acetonitrile